1-(2-(tert-Butoxy)-2-oxoethyl)-Nα-(tert-butoxycarbonyl)-L-tryptophan C(C)(C)(C)OC(CN1C=C(C[C@H](NC(=O)OC(C)(C)C)C(=O)O)C2=CC=CC=C12)=O